C(C)(C)(C)OC(=O)N(C1CC2=C(SC(=C2)C(=O)O)C1)C 5-[tert-butoxycarbonyl(methyl)amino]-5,6-dihydro-4H-cyclopenta[b]thiophene-2-carboxylic acid